6-chloro-N-(4-cyano-5-fluoro-2-methoxyphenyl)-1H-pyrrolo[2,3-b]pyridine-3-sulfonamide ClC1=CC=C2C(=N1)NC=C2S(=O)(=O)NC2=C(C=C(C(=C2)F)C#N)OC